2,6-dioxaspiro[3.4]octan C1OCC12COCC2